tert-Butyl-4-(3-(pyridine-4-ylcarbamoyl)-1-(tetrahydro-2H-pyran-2-yl)-1H-indazol-5-yl)-3,6-dihydropyridine-1(2H)-carboxylate C(C)(C)(C)OC(=O)N1CCC(=CC1)C=1C=C2C(=NN(C2=CC1)C1OCCCC1)C(NC1=CC=NC=C1)=O